COC1=CC=C(C=C1)C1=NOC(=N1)N1CCC(CC1)C(=O)NCC1CN(CC1)CC=1C=NC=C(C1)C 1-(3-(4-Methoxyphenyl)-1,2,4-oxadiazol-5-yl)-N-((1-((5-methylpyridin-3-yl)methyl)pyrrolidin-3-yl)methyl)piperidine-4-carboxamide